C(C)(C)(C)OC(C(C)(C)OC=1C=C(C=CC1)N1C[C@@H](CCC1)C(=O)OCC1=CC=C(C=C1)C(C)C)=O 4-isopropylbenzyl (R)-1-(3-((1-(tert-butoxy)-2-methyl-1-oxopropan-2-yl)oxy)phenyl)piperidine-3-carboxylate